Cl.Cl.C1(=CC=CC=C1)CCCC(=O)N 4-phenylbutanamide dihydrochloride